CC(C)(OC(NC(NC(OC(C)C)=O)=NC1=CC=C(C(=O)O)C=C1)=O)C 4-((2,2,10,10-tetramethyl-4,8-dioxo-3,9-dioxa-5,7-diazadec-6-ylidene)amino)benzoic acid